octadec-9-enoic acid C(CCCCCCCC=CCCCCCCCC)(=O)O